(N-methyl-N-(3-L-tyrosyl-4-methoxyphenyl)-amino)coumarin CN(C1=CC(=C(C=C1)OC)C([C@@H](N)CC1=CC=C(C=C1)O)=O)C=1C(OC2=CC=CC=C2C1)=O